methyl (S)-2-(benzyloxy)propionate C(C1=CC=CC=C1)O[C@H](C(=O)OC)C